C1(CC1)C=1C=C2CCNC(C2=CC1)=O 6-cyclopropyl-3,4-dihydroisoquinolin-1(2H)-one